ClC=1C=CC(=C(C1)N1CC(CCC1)N1N=CC(=C1C(F)(F)F)C(=O)OCC)OS(=O)(=O)C(F)(F)F Ethyl 1-[1-{5-chloro-2-[(trifluoromethanesulfonyl)oxy]phenyl}piperidin-3-yl]-5-(trifluoromethyl)-1H-pyrazole-4-carboxylate